C(C)(=O)ON=C(C=CC1=CC=CC=C1)C1=CC(=CC=C1)Br 1-(3-bromophenyl)-3-phenylprop-2-en-1-one O-acetyloxime